((2R,3R,4S)-3,4-bis((2-hexyldecyl)oxy)tetrahydrofuran-2-yl)methyl 4-(dimethylamino)butanoate CN(CCCC(=O)OC[C@H]1OC[C@@H]([C@H]1OCC(CCCCCCCC)CCCCCC)OCC(CCCCCCCC)CCCCCC)C